CN(C1=CC=2C(N=C1)=NN(C2)C=2C=C(C=CC2F)NC(OCC(Cl)(Cl)Cl)=O)C 2,2,2-trichloroethyl (3-(5-(dimethylamino)-2H-pyrazolo[3,4-b]pyridin-2-yl)-4-fluorophenyl)carbamate